ClC(C)C=1C=NC=C(C1)C(F)(F)F 3-(1-Chloroethyl)-5-(trifluoromethyl)pyridine